(S)-2'-chloro-4-{[(1R)-1-phenylbutyl]carbamoyl}-6'-[5-(pyridin-3-yl)-1H-imidazol-2-yl]-[1,1'-biphenyl]-2-carboxylic acid ClC1=C(C(=CC=C1)C=1NC(=CN1)C=1C=NC=CC1)C=1C(=CC(=CC1)C(N[C@H](CCC)C1=CC=CC=C1)=O)C(=O)O